(S)-quinuclidin-3-yl (2,2-diethyl-5-(thiophen-3-yl)-2,3-dihydro-1H-inden-1-yl)carbamate C(C)C1(C(C2=CC=C(C=C2C1)C1=CSC=C1)NC(O[C@@H]1CN2CCC1CC2)=O)CC